IC1=C(O[C@]([C@H]1OC)(C(F)(F)F)C)C(=O)OCC ethyl (4R,5R)-3-iodo-4-methoxy-5-methyl-5-(trifluoromethyl)-4,5-dihydrofuran-2-carboxylate